O1COC2=C1C=CC(=C2)N(C(C2=CC(=CC=C2)N2N=C(C(=C2OCC2=CC=CC=C2)Cl)C(F)(F)F)=O)C N-(1,3-benzodioxol-5-yl)-3-[5-benzyloxy-4-chloro-3-(trifluoromethyl)pyrazol-1-yl]-N-methyl-benzamide